C(=O)(OCC1C2=CC=CC=C2C2=CC=CC=C12)C(CCCNC(=O)NCCOCCOCC(=O)O)N 2-[2-[2-(4-Fmoc-aminobutylcarbamoylamino)ethoxy]ethoxy]acetic acid